N-[(2R)-2-(dimethylamino)propyl]-5,6-dimethyl-pyrido[4,3-b]carbazole CN([C@@H](CN1CC=2C(=C(C=3N(C=4C=CC=CC4C3C2)C)C)C=C1)C)C